2-(4-amino-4-methylpiperidin-1-yl)-5-(2,3-dichlorophenyl)-7H-pyrrolo[2,3-d]pyrimidine-4-carbonitrile NC1(CCN(CC1)C=1N=C(C2=C(N1)NC=C2C2=C(C(=CC=C2)Cl)Cl)C#N)C